5-(2,2'-Dimethyl-[1,1'-biphenyl]-3-yl)isoindoline CC1=C(C=CC=C1C=1C=C2CNCC2=CC1)C1=C(C=CC=C1)C